FC1=C(C(=O)O)C(=CC(=C1)C1OCC(CO1)CCC)F 2,6-Difluoro-4-(5-propyl-1,3-dioxane-2-yl)benzoic acid